F[B-](F)(F)F.F[B-](F)(F)F.ClC[N+]12CC[N+](CC1)(CC2)F 1-chloromethyl-4-fluoro-1,4-diazoniabicyclo-[2.2.2]-octane bis(tetrafluoroborate)